CC(=CCC/C(=C/CC/C(=C/CC/C(=C/CC/C(=C/CC/C(=C/CC/C(=C/CC/C(=C/CC/C(=C/COP(=O)([O-])OP(=O)([O-])[O-])/C)/C)/C)/C)/C)/C)/C)/C)C The molecule is a triply-charged organophosphate oxoanion arising from deprotonation of the diphosphate OH groups of all-trans-nonaprenyl diphosphate; major species at pH 7.3. It is a conjugate base of an all-trans-nonaprenyl diphosphate.